CN([C@@H]1CN(CC1)C1=C(C=C(C=C1)NC1=NC=C(C(=N1)C1=CNC2=C(C=CC=C12)OC)OC)NC(C)=O)C (S)-N-(2-(3-(dimethylamino)pyrrolidin-1-yl)-5-((5-methoxy-4-(7-methoxy-1H-indol-3-yl)pyrimidin-2-yl)amino)phenyl)acetamide